CN(C)S(=O)(=O)N(C1=CC=CC=C1)SC(F)(Cl)Cl N-Dichlorofluoromethylthio-N',N'-dimethyl-N-phenylsulfamide